[Ca].[Mg].[Al].[Zn] ZINC-ALUMINUM-MAGNESIUM-CALCIUM